triethyl-1,3,5-benzenetricarboxylate C(C)C1=C(C(=C(C(=C1C(=O)[O-])CC)C(=O)[O-])CC)C(=O)[O-]